ClC=1C=C(C=CC1F)C(C=1NC(=C(N1)S(=O)(=O)C)C)OCC1CC(C1)C(F)(F)F 2-[(3-chloro-4-fluorophenyl)-[[3-(trifluoromethyl)cyclobutyl]methoxy]methyl]-5-methyl-4-methylsulfonyl-1H-imidazole